4-{[(tert-butoxy)carbonyl](prop-2-yn-1-yl)amino}-3-methoxybenzoic acid C(C)(C)(C)OC(=O)N(C1=C(C=C(C(=O)O)C=C1)OC)CC#C